2-(4-Cyclopentylphenyl)-4,4,5,5-tetramethyl-1,3,2-dioxaborolan C1(CCCC1)C1=CC=C(C=C1)B1OC(C(O1)(C)C)(C)C